[Pd]Cl palladium(I) chloride